methyl (S)-2-((6-(methoxymethoxy)-6'-oxo-3',6'-dihydro-[2,4'-bipyridin]-1'(2'H)-yl) methyl)-1-(oxetan-2-ylmethyl)-1H-benzo[d]imidazole-6-carboxylate COCOC1=CC=CC(=N1)C=1CCN(C(C1)=O)CC1=NC2=C(N1C[C@H]1OCC1)C=C(C=C2)C(=O)OC